tert-butyl (R)-4-(2-(3-(3-((4-bromo-3-methoxybenzyl)(cyclopropyl)carbamoyl) piperidin-1-yl)phenoxy)-2-methylpropanoyl)piperazine-1-carboxylate BrC1=C(C=C(CN(C(=O)[C@H]2CN(CCC2)C=2C=C(OC(C(=O)N3CCN(CC3)C(=O)OC(C)(C)C)(C)C)C=CC2)C2CC2)C=C1)OC